1,1'-bis(di-phenylphosphino)ferrocene C1(=CC=CC=C1)P([C-]1C=CC=C1)C1=CC=CC=C1.[C-]1(C=CC=C1)P(C1=CC=CC=C1)C1=CC=CC=C1.[Fe+2]